2-O-Rhamnopyranosyl-rhamnopyranosyl-3-hydroxyldecanoyl-3-hydroxydecanoate CCCCCCCC(CC(=O)O)OC(=O)CC(CCCCCCC)OC1[C@@H]([C@@H]([C@H]([C@@H](O1)C)O)O)O[C@H]2[C@@H]([C@@H]([C@H]([C@@H](O2)C)O)O)O